C1(=CC=C(C=C1)N(C1=CC=C(C=C1)B(O)O)C1=CC=C(C=C1)C1=CC=CC=C1)C1=CC=CC=C1 4-(dibiphenyl-4-ylamino)phenylboronic acid